Cl.CC(C)OC=1C=C2C(=NNC2=CC1)NC(=O)[C@H]1CNCCC1 (3R)-N-[5-(prop-2-yloxy)-1H-indazol-3-yl]piperidine-3-carboxamide hydrochloride